NC=1C(NC(N(N1)C1=CC(=C(C(=C1)C)OC1=NNC(C(=C1)C(C)C)=O)C)=O)=O 6-Amino-2-[4-[(5-isopropyl-6-oxo-1H-pyridazin-3-yl)oxy]-3,5-dimethylphenyl]-4H-1,2,4-triazine-3,5-dione